C(C1=CC=CC=C1)=CC(=O)C=CC1=CC=CC=C1.C(C1=CC=CC=C1)=CC(=O)C=CC1=CC=CC=C1.C(C1=CC=CC=C1)=CC(=O)C=CC1=CC=CC=C1.[Pd].[Pd] di-palladium tris(dibenzylideneacetone)